COC1=C(C=CC=C1OC)C1=CC=C(C=C1)C=1N=NN(C1)C=1C=C(C(=O)O)C=CC1 3-(4-(2',3'-Dimethoxy-[1,1-biphenyl]-4-yl)-1H-1,2,3-triazol-1-yl)benzoic acid